ethyl-trimethylene carbonate C1(OC(CCO1)CC)=O